CC(C(=O)OCC(CN1CCC(CC1)NC1=C2C=C(N(C2=CC=C1)CC(F)(F)F)C#CCNC1=C(C=C(C=C1)S(=O)(=O)C)OC)O)C 2-hydroxy-3-{4-[(2-{3-[(4-methanesulfonyl-2-methoxyphenyl)amino]prop-1-yn-1-yl}-1-(2,2,2-trifluoroethyl)-1H-indol-4-yl)amino]piperidin-1-yl}propyl 2-methylpropanoate